NCCCCCCN1N=NC(=C1)C=1C=C(C=CC1)N1C(NC(CC1)=O)=O 1-(3-(1-(6-aminohexyl)-1H-1,2,3-triazol-4-yl)phenyl)dihydropyrimidine-2,4(1H,3H)-dione